FC1(CC2(C(N(C=3C=NC=4C=CC(=CC4C32)C=3C=C(C(=NC3)OCCCN(C)C)NS(=O)(=O)C)C)=O)C1)F N-(5-(3,3-Difluoro-3'-methyl-2'-oxo-2',3'-dihydrospiro[cyclobutane-1,1'-pyrrolo[2,3-c]quinolin]-8'-yl)-2-(3-(dimethylamino)propoxy)pyridin-3-yl)methanesulfonamide